O1C(CCCC1)ONC(=O)[C@H]1OC2=CC=CC=C2CC1 (2S)-N-((tetrahydro-2H-pyran-2-yl)oxy)chromane-2-carboxamide